7-(2-fluoroethyl)-2-(3-fluoropyridin-4-yl)-3-iodo-1H,5H,6H,7H-pyrrolo[3,2-c]pyridin-4-one FCCC1C2=C(C(NC1)=O)C(=C(N2)C2=C(C=NC=C2)F)I